ClC1=NC=C(C(=C1)N[C@H](CCOC1=C(C(=NN1C)C)C1=NC=CC(=N1)N)C)C#CC=1C=NN(C1)CC(F)F (S)-2-(5-(3-((2-chloro-5-((1-(2,2-difluoroethyl)-1H-pyrazol-4-yl)ethynyl)pyridin-4-yl)amino)butoxy)-1,3-dimethyl-1H-pyrazol-4-yl)pyrimidin-4-amine